C(#C)[C@@]1([C@@H](O[C@@H]([C@H]1O)CO)N1C=NC=2C(N)=NC=NC12)O 2'-C-Ethynyladenosine